FC1=CC=C(C=C1)[C@H]1CCC2=C1N=C(N=C2NC)NC21CC(C2)(C1)N1C=NC(=C1)C |r| racemic-7-(4-fluorophenyl)-N4-methyl-N2-[3-(4-methylimidazol-1-yl)-1-bicyclo[1.1.1]pentanyl]-6,7-dihydro-5H-cyclopenta[d]pyrimidine-2,4-diamine